methyl 2-(1H-pyrrolo[2,3-b]pyridin-5-yloxy)-4-(4-((8-(4-chlorophenyl) spiro[4.5]dec-7-en-7-yl)methyl)piperazin-1-yl)benzoate N1C=CC=2C1=NC=C(C2)OC2=C(C(=O)OC)C=CC(=C2)N2CCN(CC2)CC=2CC1(CCCC1)CCC2C2=CC=C(C=C2)Cl